O=C1C=2SC=C3OCCCC(=C(N1)C(=O)OCC)C32 ethyl 5-oxo-12-oxa-3-thia-6-azatricyclo[6.4.1.04,13]trideca-1,4(13),7-triene-7-carboxylate